N-(4-{[6-(5-chloro-2-fluorophenyl)-3-[(2-hydroxyethyl)sulfanyl]pyridazin-4-yl]amino}pyridin-2-yl)-2-(4-methyl-1,4-diazepan-1-yl)acetamide ClC=1C=CC(=C(C1)C1=CC(=C(N=N1)SCCO)NC1=CC(=NC=C1)NC(CN1CCN(CCC1)C)=O)F